O1N=CN=C1C(=O)N 1,2,4-Oxadiazole-5-carboxamide